BrC=1C=C(C=NC1)N1C(N(C2=C(C1=O)SC(=C2)C2=C(C=C(C(=C2)OC)F)Cl)CCC#N)=O 3-(3-(5-bromopyridin-3-yl)-6-(2-chloro-4-fluoro-5-methoxyphenyl)-2,4-dioxo-3,4-dihydrothieno[3,2-d]pyrimidin-1(2H)-yl)propionitrile